2-amino-1'-[5-cyano-6-[(1R,5S)-3,8-diazabicyclo[3.2.1]octan-3-yl]-2-(2H-triazol-4-ylmethoxy)pyrimidin-4-yl]spiro[5,6-dihydrocyclopenta[b]thiophene-4,3'-azetidine]-3-carbonitrile NC1=C(C2=C(S1)CCC21CN(C1)C1=NC(=NC(=C1C#N)N1C[C@H]2CC[C@@H](C1)N2)OCC2=NNN=C2)C#N